3-(2-(5-cyclobutoxy-2-methylphenyl)-1,2,3,4-tetrahydroisoquinolin-6-yl)propionic acid C1(CCC1)OC=1C=CC(=C(C1)N1CC2=CC=C(C=C2CC1)CCC(=O)O)C